N1=C(C=CC=C1)OC(=O)[O-] pyridoxy-carboxylate